C(CCN)CC(=O)[O-] The molecule is an amino fatty acid anion that is the conjugate base of 5-aminopentanoic acid. It is a conjugate base of a 5-aminopentanoic acid.